C1=NC(=CC2=CN=CC=C12)C(=O)OC methyl 2,6-naphthyridine-3-carboxylate